P(=O)(O)(O)O.CC=1C=CC=C(C1)C.CC=1C=CC=C(C1)C.CC=1C=CC=C(C1)C tris(3,5-dimethylbenzene) phosphate